CO[Si](OC)(OC)[O-] trimethylsilicate